3,4-dihydroxyphenylpropylacetone OC=1C=C(C=CC1O)CCCCC(C)=O